6-(4-chlorophenyl)-2-naphthalene-2-yl-benzooxazole ClC1=CC=C(C=C1)C1=CC2=C(N=C(O2)C2=CC3=CC=CC=C3C=C2)C=C1